F[C@H]1[C@H](C1)C(=O)NC1=CC2=C(C=N1)C(=C(N2C)C2=C(C=CC=C2)OC)C (1R,2R)-2-fluoro-N-[2-(2-methoxyphenyl)-1,3-dimethylpyrrolo[3,2-c]pyridin-6-yl]cyclopropane-1-carboxamide